n-butyl methacrylate tert-butyl-methacrylate C(C)(C)(C)OC(C(=C)C)=O.C(C(=C)C)(=O)OCCCC